ClC1=C(C=CC=C1Cl)CN1CCN(CC1)C(=O)C=1C(=NC(=C(C1O)C1=C(C=CC=C1OC)OC)COCC)O 3-{4-[(2,3-dichlorophenyl)methyl]piperazine-1-carbonyl}-5-(2,6-dimethoxyphenyl)-6-(ethoxymethyl)pyridine-2,4-diol